CN(C=1C2=C(N=C(N1)N1CC(C1)OC(=O)C1=NN(C(=C1)C)C)CC[S+]2[O-])C2CCOCC2 [1-[4-[Methyl(tetrahydropyran-4-yl)amino]-5-oxido-6,7-dihydrothieno[3,2-d]pyrimidin-5-ium-2-yl]azetidin-3-yl]-1,5-dimethylpyrazol-3-carboxylat